Cl.C(C)(C)(C)NC1CN(CC1)C=1N=NC(=CN1)C1=C(C=C(C=C1)N1N=CC=N1)O 2-{3-[3-(tert-butylamino)pyrrolidin-1-yl]-1,2,4-triazin-6-yl}-5-(2H-1,2,3-triazol-2-yl)phenol hydrochloride